N1=CC=C(C=C1)NC(=O)C1=NC(=CC=C1)N1CCN(CCC1)C1CCN(CC1)[C@@H](C(F)(F)F)C N-(Pyridin-4-yl)-6-(4-{1-[(2R)-1,1,1-trifluoropropan-2-yl]piperidin-4-yl}-1,4-diazepan-1-yl)pyridine-2-carboxamide